NCCC(=O)N1[C@@H](C[C@@H](O)C1)C(=O)C(C1=CC=CC=C1)[N-]C(CCCN)=O beta-alanyl-hydroxyprolyl-aminobutyryl-benzylamide